1-((1R,5R)-6-(7-(8-chloro-3-hydroxynaphthalen-1-yl)-8-fluoro-2-(((S)-1-methylpyrrolidin-2-yl)methoxy)pyrido[4,3-d]pyrimidin-4-yl)-2,6-diazabicyclo[3.2.0]heptan-2-yl)prop-2-en-1-one ClC=1C=CC=C2C=C(C=C(C12)C1=C(C=2N=C(N=C(C2C=N1)N1[C@@H]2CCN([C@@H]2C1)C(C=C)=O)OC[C@H]1N(CCC1)C)F)O